5-(3-Bromopropoxy)-2,4-dichloroaniline BrCCCOC=1C(=CC(=C(N)C1)Cl)Cl